CC1=C(OC=2C=C3CNN(C3=CC2C=2C3=C(C(N(C2)C)=O)NC(=C3)C(=O)NCC)CCS(=O)(=O)C)C(=CC=C1)C 4-(5-(2,6-dimethylphenoxy)-1-(2-(methylsulfonyl)ethyl)-2H-indazol-6-yl)-N-ethyl-6-methyl-7-oxo-6,7-dihydro-1H-pyrrolo[2,3-c]pyridine-2-carboxamide